N[C@H](C(=O)O)C1=NC(=CC=C1OC)C=O (2S)-2-AMINO-2-(6-FORMYL-3-METHOXY(2-PYRIDYL))ACETIC ACID